S-(difluoromethyl)-4-fluorobenzothioate FC(S=C(C1=CC=C(C=C1)F)[O-])F